tert-butyl 4-((6-(2-allyl-6-((2-(tert-butyl)-2H-indazol-5-yl)amino)-3-oxo-2,3-dihydro-1H-pyrazolo[3,4-d]pyrimidin-1-yl)pyridin-2-yl)oxy)piperidine-1-carboxylate C(C=C)N1N(C2=NC(=NC=C2C1=O)NC1=CC2=CN(N=C2C=C1)C(C)(C)C)C1=CC=CC(=N1)OC1CCN(CC1)C(=O)OC(C)(C)C